N-[(3S,4S)-1-(2-methoxyethyl)-3-methyl-4-piperidyl]-6-[3-(4-cyano-2-anisidino)-1-propynyl]-1-(2,2,2-trifluoroethyl)-1H-1,3-benzimidazole-4-carboxamide COCCN1C[C@@H]([C@H](CC1)NC(=O)C1=CC(=CC=2N(C=NC21)CC(F)(F)F)C#CCNC=2C(OC)=CC=C(C2)C#N)C